2-phenyl-2,3-dihydro-1h-benzo[4',5']thieno[3',2':5,6]benzo[1,2-e][1,2,4]thiadiazine-4,4-dioxide C1(=CC=CC=C1)C1NS(C2=C(N1)C1=C(C=C2)C2=C(S1)C=CC=C2)(=O)=O